(R)-N-((R)-1'-(4-cyano-6-methylpyrimidin-2-yl)-2,3-dihydrospiro[indene-1,4'-piperidin]-2-yl)-2-methylpropane-2-sulfinamide C(#N)C1=NC(=NC(=C1)C)N1CCC2(CC1)[C@@H](CC1=CC=CC=C12)N[S@](=O)C(C)(C)C